C(=O)O.CNC1CCC2=CC(=CC=C12)C1=CN=C2C(NC=NN21)=O 7-(1-(methylamino)-2,3-dihydro-1H-inden-5-yl)imidazo[2,1-f][1,2,4]Triazin-4(3H)-one formate